[12C]([12CH3])(=O)SCCNC(CCNC([C@@H](C(COP(OP(OC[C@@H]1[C@H]([C@H]([C@@H](O1)N1C=NC=2C(N)=NC=NC12)O)OP(=O)(O)O)(=O)O)(=O)O)(C)C)O)=O)=O [1,2-12C]acetyl-CoA